C(CCCCCCCCCCC)OC1=CC=CC=C1 4-dodecyloxybenzol